(6aR,10aR)-2-bromo-6,6,9-trimethyl-3-pentyl-6a,7,8,10a-tetrahydrobenzo[c]chromen-1-ol BrC1=C(C=2[C@H]3[C@H](C(OC2C=C1CCCCC)(C)C)CCC(=C3)C)O